4-((2,6-difluoro-4-(1H-imidazol-1-yl)benzyl)oxy)phenyl sulfurofluoridate S(OC1=CC=C(C=C1)OCC1=C(C=C(C=C1F)N1C=NC=C1)F)(=O)(=O)F